N1C(=NC2=C1C=CC=C2)C=2C=C(C=CC2)NC=2C=C(C=CC2)C2=CC=CC=C2 N-[3-(1H-benzo[d]imidazol-2-yl)phenyl]-[1,1'-biphenyl]-3-amine